(((1s,4s)-4-(1H-imidazol-1-yl)cyclohexyl)oxy)-N-ethyl-7-morpholino-1,6-naphthyridine-3-carboxamide N1(C=NC=C1)C1CCC(CC1)OC1=NC2=CC(=NC=C2C=C1C(=O)NCC)N1CCOCC1